ClC=1C=CC2=C(N(C(C(N2C)=O)=O)C2CCN(CC2)C2=NC=C(C=C2)C(F)(F)F)N1 6-chloro-1-methyl-4-(1-(5-(trifluoromethyl)pyridin-2-yl)piperidin-4-yl)-1,4-dihydropyrido[2,3-b]pyrazine-2,3-dione